OC(C(=O)C1=CC=C(C=C1)CC1=CC=C(C=C1)C(C(C)(C)O)=O)(C)C 2-hydroxy-1-(4-(4-(2-hydroxy-2-methylpropanoyl)benzyl)phenyl)-2-methyl-propane-1-one